FC(C1CCN(CC1)C=1C=NC2=CC(=CC=C2C1)C1(CCC(CC1)N)N)(F)F 1-(3-(4-(trifluoromethyl)piperidin-1-yl)quinolin-7-yl)cyclohexane-1,4-diamine